[C@@H]1([C@H](O)[C@@H](O)[C@@H](O)[C@H](O1)CO)O[C@@H]([C@@H]([C@H](CO)O)O)[C@H](O)CO 4-O-beta-D-galactopyranosyl-D-sorbitol